COC1=CC=C(C=N1)N1N=C(C(=C1)C1=CN=C(N1C)C(=O)N)C(F)(F)F 5-[1-(6-methoxy-3-pyridyl)-3-(trifluoromethyl)pyrazol-4-yl]-1-methyl-imidazole-2-carboxamide